C(C)(C)(C)C1=CC=C(C(=O)[O-])C=C1.[Zn+2].C(C)(C)(C)C1=CC=C(C(=O)[O-])C=C1 zinc p-tert-butylbenzoate